(1R,2R)-2-(dibenzylamino)cyclopentan-1-ol methyl-2-[[[4-cyano-7-(4-isopropylphenyl)-2,3-dihydrobenzofuran-5-yl]amino]methyl]prop-2-enoate CC=C(C(=O)O[C@H]1[C@@H](CCC1)N(CC1=CC=CC=C1)CC1=CC=CC=C1)CNC=1C=C(C2=C(CCO2)C1C#N)C1=CC=C(C=C1)C(C)C